OC=1C=C(C=CC1)C1=CC=C(C2=CC=CC=C12)CN1CCN(CC1)C1=CC=C(C(=O)OCC=C)C=C1 Prop-2-enyl 4-[4-[[4-(3-hydroxyphenyl)naphthalen-1-yl]methyl]piperazin-1-yl]benzoate